Cl.C(C)S(=O)(=O)C=1SC(=CN1)CN (2-(ethylsulfonyl)thiazol-5-yl)methylamine hydrochloride